Cl.CC1=NC=C(C=C1)CN1C[C@](CC1)(CCC1=CSC=C1)C1OCCC1 2-methyl-5-(((3R)-3-(tetrahydrofuran-2-yl)-3-(2-(thiophen-3-yl)ethyl)pyrrolidin-1-yl)methyl)pyridine HCl